4-ethyl-N-(1-(4-fluorocyclohexyl)-2-((4-((S)-2-methoxy-1-((S)-2-oxo-4-(trifluoromethyl)imidazolidin-1-yl)ethyl)pyridin-2-yl)amino)-2-oxoethyl)-1,2,5-oxadiazole-3-carboxamide C(C)C=1C(=NON1)C(=O)NC(C(=O)NC1=NC=CC(=C1)[C@@H](COC)N1C(N[C@@H](C1)C(F)(F)F)=O)C1CCC(CC1)F